4-(Maleimidomethyl)cyclohexane-1-carboxylate C1(C=CC(N1CC1CCC(CC1)C(=O)[O-])=O)=O